COC(=O)N[C@H](C(=O)N1C(CC(C1)[C@@H]1COCC1)C(=O)O)C(C)(C)C |o1:13| 1-((S)-2-((Methoxycarbonyl)amino)-3,3-dimethylbutanoyl)-4-((R or S)-tetrahydrofuran-3-yl)pyrrolidine-2-carboxylic acid